COC=1C=C(C=CC1OC)C=1NC2=CC=C(C=C2C1C(C)C)OCC(=O)NC1CCNCC1 2-((2-(3,4-Dimethoxyphenyl)-3-isopropyl-1H-indol-5-yl)oxy)-N-(piperidin-4-yl)acetamid